N1-((3-(4,4-bis(ethoxymethyl)cyclohexyl)-5,5-difluoro-5,6-dihydro-4H-pyrrolo[1,2-b]pyrazol-2-yl)methyl)-N2-methylethane-1,2-diamine C(C)OCC1(CCC(CC1)C1=C2N(N=C1CNCCNC)CC(C2)(F)F)COCC